C(C)(C)N1C=NC(=C1)C1=C(C=CC(=C1)NC1=NC=C(C=C1)C(F)(F)F)S(=O)(=O)N(C)CC1=CC=C(C=C1)OC (1-isopropylimidazol-4-yl)-N-[(4-methoxyphenyl)methyl]-N-methyl-4-[[5-(trifluoromethyl)-2-pyridinyl]amino]benzenesulfonamide